[Si](C)(C)(C(C)(C)C)N1CCNCC1 N-(tert-butyl-dimethylsilyl)piperazine